benz-imidazole N1=CNC2=C1C=CC=C2